N-(3-fluoro-2'-hydroxy-3'-(2-(piperazin-1-yl)thiazol-4-yl)-[1,1'-biphenyl]-4-yl)acetamide FC=1C=C(C=CC1NC(C)=O)C1=C(C(=CC=C1)C=1N=C(SC1)N1CCNCC1)O